(4-(7-((2-(2,6-dioxopiperidin-3-yl)-1,3-dioxoisoindolin-4-yl)amino)heptanoyl)piperazin-1-yl)-9-ethyl-6,6-dimethyl-11-oxo-6,11-dihydro-5H-benzo[b]carbazole-3-carbonitrile O=C1NC(CCC1N1C(C2=CC=CC(=C2C1=O)NCCCCCCC(=O)N1CCN(CC1)C1=C2C=3C(C4=C(C(C3NC2=CC(=C1)C#N)(C)C)C=CC(=C4)CC)=O)=O)=O